(S)-quinuclidin-3-yl (5-(3-fluorophenyl)-2,3-dihydro-1H-inden-1-yl)carbamat FC=1C=C(C=CC1)C=1C=C2CCC(C2=CC1)NC(O[C@@H]1CN2CCC1CC2)=O